C(C)OP(=O)(OCC)CC(=O)N(C)CC(=O)N[C@@H](CC(=O)OC)COC1=C(C=CC(=C1)CCCCCCCCCCCC)C(N[C@H](CO)CO[Si](C(C)C)(C(C)C)C(C)C)=O Methyl (S)-3-(2-(2-(diethoxyphosphoryl)-N-methylacetamido)-acetamido)-4-(5-dodecyl-2-(((R)-1-hydroxy-3-((triisopropylsilyl)-oxy)propan-2-yl)carbamoyl)phenoxy)butanoate